N-(2-oxo-3-(2,2,2-trifluoroethoxy)pyrrolidin-1-yl)acrylamide O=C1N(CCC1OCC(F)(F)F)NC(C=C)=O